The molecule is a 13 amino acid peptide hormone which is found in the central nervous system and the gastrointestinal tract. It behaves as a neurotransmitter in the brain, as a hormone in the gut, and also as a neuromodulator. It is implicated in the pathophysiology of several CNS disorders (including schizophrenia, Parkinson's disease, drug abuse, pain, cancer, inflammation, eating disorders and central control of blood pressure) due to its association with a wide variety of neurotransmitter systems such as dopaminergic, sertonergic, glutamatergic, GABAergic, and cholinergic systems. It has a role as a human metabolite, a mitogen, a neurotransmitter and a vulnerary. It is a conjugate base of a neurotensin(1+). CC[C@H](C)[C@@H](C(=O)N[C@@H](CC(C)C)C(=O)O)NC(=O)[C@H](CC1=CC=C(C=C1)O)NC(=O)[C@@H]2CCCN2C(=O)[C@H](CCCN=C(N)N)NC(=O)[C@H](CCCN=C(N)N)NC(=O)[C@@H]3CCCN3C(=O)[C@H](CCCCN)NC(=O)[C@H](CC(=O)N)NC(=O)[C@H](CCC(=O)O)NC(=O)[C@H](CC4=CC=C(C=C4)O)NC(=O)[C@H](CC(C)C)NC(=O)[C@@H]5CCC(=O)N5